C(=CCC)N butenamine